2'-{[4-(Benzylsulfanyl)phenyl]amino}-7'-[(1R,3R)-3-(oxan-2-yloxy)cyclohexyl]spiro[cyclopropane-1,5'-pyrrolo[2,3-d]pyrimidin]-6'-one C(C1=CC=CC=C1)SC1=CC=C(C=C1)NC=1N=CC2=C(N1)N(C(C21CC1)=O)[C@H]1C[C@@H](CCC1)OC1OCCCC1